methyl 2,5-dichloro-3-pyrroline-1-carboxylate ClC1N(C(C=C1)Cl)C(=O)OC